ClC1=NC(=CC2=C1COC2)Cl 4,6-dichloro-1,3-dihydrofuro[3,4-c]pyridine